carboxymethyl isopropyl-carboxylate C(C)(C)C(=O)OCC(=O)O